(2-(Ethyl(isopropyl)amino)6-methylpyrimidine-4-carboxamido)2-fluorobenzoic acid C(C)N(C1=NC(=CC(=N1)C(=O)NC=1C(=C(C(=O)O)C=CC1)F)C)C(C)C